ClC=1C=C(N=NC1)C(C)OC=1C=2N(C=C(C1)C=1N=NN(C1C)C1CCN(CC1)C(=O)OC(C)(C)C)N=CC2C#N tert-Butyl 4-[4-[4-[1-(5-chloropyridazin-3-yl)ethoxy]-3-cyano-pyrazolo[1,5-a]pyridin-6-yl]-5-methyl-triazol-1-yl]piperidine-1-carboxylate